C(C)(C)(C)OC(=O)N1CCN(CC1)C1=NC=C(C(=C1OC)F)F.CN(C1=CC=C(C=C1)CCCC)CCCCCCCCCCCCCCCCCC N-methyl-4-butyl-N-octadecyl-aniline tert-butyl-4-(4,5-difluoro-3-methoxy-2-pyridyl)piperazine-1-carboxylate